[Ru].CC(CC1=C(CCC=CCC1)CC(=C)C)=C bis(2-methylallyl)(1,5-cyclooctadiene) ruthenium